3-chloro-6-[(6-chloro-3-morpholinosulfonyl-4-quinolyl)amino]-2-methoxy-benzoic acid ClC=1C(=C(C(=O)O)C(=CC1)NC1=C(C=NC2=CC=C(C=C12)Cl)S(=O)(=O)N1CCOCC1)OC